(S)-5-(4-((2-fluorobenzyl)oxy)phenyl)-3,4-dihydro-2H-pyrrole-2-carboxamide FC1=C(COC2=CC=C(C=C2)C=2CC[C@H](N2)C(=O)N)C=CC=C1